CS(=O)(=O)N1CCC2(C[C@@H](NC2=O)CCC(=O)OC)CC1 methyl (S)-3-(8-(methylsulfonyl)-1-oxo-2,8-diazaspiro[4.5]decan-3-yl)propanoate